3-[5-(4-chloro-2-fluoro-phenyl)-2-pyridinyl]azetidine-1-carboxylic acid tert-butyl ester C(C)(C)(C)OC(=O)N1CC(C1)C1=NC=C(C=C1)C1=C(C=C(C=C1)Cl)F